4,6-di(4-carboxyphenyl)pyrimidine C(=O)(O)C1=CC=C(C=C1)C1=NC=NC(=C1)C1=CC=C(C=C1)C(=O)O